benzoic acid, 2-[6-(ethylamino)-3-(ethylimino)-2,7-dimethyl-3H-xanthen-9-yl]-ethyl ester, monohydrochloride Cl.C(C1=CC=CC=C1)(=O)OCCC=1C2=CC(=C(C=C2OC2=CC(C(=CC12)C)=NCC)NCC)C